BrC1=CC=C(C=C1)C1=C2C(=NN(C1=O)C1=CC3=CN(N=C3C=C1)C)C=CC(N2)=O 4-(4-bromophenyl)-2-(2-methyl-2H-indazol-5-yl)pyrido[3,2-c]pyridazine-3,6(2H,5H)-dione